[N+](=O)([O-])[N] nitro(nitrogen)